O=C1NC(CC[C@H]1N1C(C2=CC=CC(=C2C1=O)F)=O)=O |r| (±)-2-(2,6-dioxo-3-piperidyl)-4-fluoro-isoindoline-1,3-dione